(1R,2S)-2-(3,4-difluorophenyl)cyclopropylamine hydrochloride Cl.FC=1C=C(C=CC1F)[C@H]1[C@@H](C1)N